methyl 4,5-dibromothiophene-2-carboxylate BrC=1C=C(SC1Br)C(=O)OC